C(C)(C)(C)OCCOC ethylene glycol methyl tertiary butyl ether